NC1=CC=C(C(=C1C(=O)N(C)C)F)C=1C(=C2C(=NC1)NC[C@]21C[C@H]([C@H](C1)N1N=NC=C1)O)Cl 6-Amino-3-((1R,3R,4S)-4'-chloro-3-hydroxy-4-(1H-1,2,3-triazol-1-yl)-1',2'-dihydrospiro[cyclopentane-1,3'-pyrrolo[2,3-b]pyridin]-5'-yl)-2-fluoro-N,N-dimethylbenzamide